S1C(=NC2=C1C=CC=C2)C2=CC(=C(OCCCCCCC(=O)NO)C=C2)OC 7-(4-(benzo[d]thiazol-2-yl)-2-methoxyphenoxy)-N-hydroxyheptanamide